FC1=C(CN2C(N([C@H](C3=CC=C(C=C23)C(=O)NCC2=C(C=C(C=C2F)F)F)C)C)=O)C(=CC(=C1)F)O (S)-1-(2,4-difluoro-6-hydroxybenzyl)-3,4-dimethyl-2-oxo-N-(2,4,6-trifluorobenzyl)-1,2,3,4-tetrahydro-quinazoline-7-carboxamide